COC(C(P(=O)(O)O)(C)C)=O trimethyl-2-phosphonoacetic acid